C(C)(C)(C)OC(=O)N1C[C@@H]([C@@H](C1)O)N (3S,4R)-3-amino-4-hydroxy-pyrrolidine-1-carboxylic acid tert-butyl ester